N-stearylammonium chloride [Cl-].C(CCCCCCCCCCCCCCCCC)[NH3+]